1-(cyclopropylsulfonyl)-4-piperidylamine C1(CC1)S(=O)(=O)N1CCC(CC1)N